(+/-)-3-(hydroxymethyl)-N7-methyl-N5-(2-((R)-morpholin-2-yl)ethyl)-3-phenyl-2,3-dihydrobenzofuran-5,7-dicarboxamide 2,2,2-trifluoroacetate FC(C(=O)O)(F)F.OC[C@@]1(COC2=C1C=C(C=C2C(=O)NC)C(=O)NCC[C@@H]2CNCCO2)C2=CC=CC=C2 |&1:9|